1-ISOBUTYL-2-OXO-1,2-DIHYDRO-QUINOLINE-3-CARBALDEHYDE C(C(C)C)N1C(C(=CC2=CC=CC=C12)C=O)=O